4-bromo-6-{3-[(R)-cyclobutyl(4-methyl-4H-1,2,4-triazol-3-yl)methyl]phenyl}-1-{[2-(trimethylsilyl)ethoxy]methyl}-1,6-dihydro-7H-pyrrolo[2,3-c]pyridin-7-one BrC=1C2=C(C(N(C1)C1=CC(=CC=C1)[C@H](C1=NN=CN1C)C1CCC1)=O)N(C=C2)COCC[Si](C)(C)C